N1C(=NC2=C1C=CC=C2)C2=NON=C2C 3-(1H-benzimidazol-2-yl)-4-methyl-1,2,5-oxadiazole